9-phenyl-10-{4-(9-phenyl-9H-fluoren-9-yl)biphenyl-4'-yl}-anthracene C1(=CC=CC=C1)C=1C2=CC=CC=C2C(=C2C=CC=CC12)C1=CC=C(C=C1)C1=CC=C(C=C1)C1(C2=CC=CC=C2C=2C=CC=CC12)C1=CC=CC=C1